Ethyl 4-(2-cyano-4-(N-(4-fluoro-2-methoxybenzyl)propanesulfonamido) phenyl)piperazin-1-formate C(#N)C1=C(C=CC(=C1)N(S(=O)(=O)CCC)CC1=C(C=C(C=C1)F)OC)N1CCN(CC1)C(=O)OCC